ethyl 2-((4-(tert-butyl) phenyl) sulphonamido)-3-oxo-3-phenylpropionate C(C)(C)(C)C1=CC=C(C=C1)S(=O)(=O)NC(C(=O)OCC)C(C1=CC=CC=C1)=O